cis-N1-(5-(1-isopropyl-2-methyl-1H-imidazo[4,5-b]pyridin-6-yl)pyrrolo[2,1-f][1,2,4]triazin-2-yl)-N4,N4-dimethylcyclohexane-1,4-diamine C(C)(C)N1C(=NC2=NC=C(C=C21)C=2C=CN1N=C(N=CC12)N[C@@H]1CC[C@@H](CC1)N(C)C)C